5-(4'-ethoxy-5-fluoro-[1,1'-biphenyl]-2-yl)-3-(4-(1-methyl-4-(trifluoromethyl)-1H-imidazol-2-yl)phenyl)-1,2,4-oxadiazole C(C)OC1=CC=C(C=C1)C1=C(C=CC(=C1)F)C1=NC(=NO1)C1=CC=C(C=C1)C=1N(C=C(N1)C(F)(F)F)C